N1-((3-(3,3-dimethyl-1-oxaspiro[4.5]decan-8-yl)-5,6-dihydro-4H-pyrrolo[1,2-b]-pyrazol-2-yl)methyl)-N1,N2-dimethylethane-1,2-diamine CC1(COC2(C1)CCC(CC2)C2=C1N(N=C2CN(CCNC)C)CCC1)C